tert-butyl (R)-(tert-butoxycarbonyl)(9-(6-(3-((tert-butoxycarbonyl)amino)-3-(cyclopropylcarbamoyl)pyrrolidin-1-yl)-2-chloro-3-fluoro-4-formylbenzyl)-9H-purin-6-yl)carbamate C(C)(C)(C)OC(=O)N(C(OC(C)(C)C)=O)C1=C2N=CN(C2=NC=N1)CC1=C(C(=C(C=C1N1C[C@](CC1)(C(NC1CC1)=O)NC(=O)OC(C)(C)C)C=O)F)Cl